3-[1-(2-chloro-3,6-difluoro-phenyl)-ethoxy]-5-phenethyloxy-pyridin-2-ylamine ClC1=C(C(=CC=C1F)F)C(C)OC=1C(=NC=C(C1)OCCC1=CC=CC=C1)N